(2-cyano-2-(2-(3,5-dichloro-4-((6-chloro-5-phenylpyridazin-3-yl)oxy)phenyl)hydrazono)acetyl)carbamic acid ethyl ester C(C)OC(NC(C(=NNC1=CC(=C(C(=C1)Cl)OC=1N=NC(=C(C1)C1=CC=CC=C1)Cl)Cl)C#N)=O)=O